CC=1C(SSC1C1=NC=CN=C1)=S 4-methyl-5-(2-pyrazinyl)-3-dithiolethione